Trifluoroacetyl-4,5-didehydroisoleucine methyl ester COC([C@@H](NC(C(F)(F)F)=O)[C@@H](C)C=C)=O